COC(C(CC1=CC(=C(C(=C1)C(C)(C)C)O)C(C)(C)C)C)=O methyl-3-(3,5-di-tert-butyl-4-hydroxyphenyl)propionic acid methyl ester